dichloromethylphenylsilane ClC(Cl)[SiH2]C1=CC=CC=C1